N,N-diethylaminodichlorophosphorus C(C)N(CC)P(Cl)Cl